CS(=O)(=O)OCCC1=NC=2C(=NC(=CC2)C(=O)OC)N1C[C@H]1OCC1 methyl (S)-2-(2-((methylsulfonyl)oxy)ethyl)-3-(oxetan-2-ylmethyl)-3H-imidazo[4,5-b]pyridine-5-carboxylate